(3R)-4-amino-7-fluoro-3-methyl-N-(2-propanyl)-N-((3R)-6-(trifluoromethyl)-2,3-dihydro-1-benzofuran-3-yl)-1,3-dihydrofuro[3,4-c]quinoline-8-carboxamide NC1=NC=2C=C(C(=CC2C2=C1[C@H](OC2)C)C(=O)N([C@H]2COC1=C2C=CC(=C1)C(F)(F)F)C(C)C)F